FC1=C(C=CC=C1)N1N=C(C(=C1)C(=O)C1=CC=CC=C1)C(=O)C1=CC=CC=C1 (1-(2-fluorophenyl)-1H-pyrazole-3,4-diyl)bis(phenylmethanone)